ClC=1C(=CC(=NC1)OC)C1=CC(=NN1)C(=O)N1CCC(CC1)C(=O)NCC1=CC=CC=2N1N=CC2 1-(5-(5-chloro-2-methoxypyridin-4-yl)-1H-pyrazole-3-carbonyl)-N-(pyrazolo[1,5-a]pyridin-7-ylmethyl)piperidine-4-carboxamide